tert-butyl (E)-(2-((4-(4'-bromo-[1,1'-biphenyl]-3-yl)-5-oxo-4,5-dihydro-1H-1,2,4-triazol-1-yl)methyl)-3-fluoroallyl)carbamate BrC1=CC=C(C=C1)C1=CC(=CC=C1)N1C=NN(C1=O)C\C(\CNC(OC(C)(C)C)=O)=C\F